ClC1=C(C=CC=C1C=1OC=CN1)S 2-Chloro-3-(oxazol-2-yl)thiophenol